OC1(CCN(CC1)CC(=O)N1CCNCC1)CO 2-[4-hydroxy-4-(hydroxymethyl)-1-piperidinyl]-1-piperazin-1-yl-ethanone